(6-fluoro-1,4-diazepan-1-yl)-[1-(4-methoxyphenyl)-1,4,6,7-tetrahydropyrano[4,3-c]pyrazol-3-yl]methanone FC1CNCCN(C1)C(=O)C=1C2=C(N(N1)C1=CC=C(C=C1)OC)CCOC2